1-(2,4,6-trimethylbenzyl)piperazine CC1=C(CN2CCNCC2)C(=CC(=C1)C)C